N1N=CC2=CC=C(C=C12)CN(C=1OC=C(N1)CN1CCOCC1)CC1=CC(=CC=C1)OC N-((1H-indazol-6-yl)methyl)-N-(3-methoxybenzyl)-4-(morpholinomethyl)oxazol-2-amine